1-(4-((7-(benzyloxy)-6-methoxyquinazolin-4-yl)oxy)-2-fluorophenyl)-3-phenylurea C(C1=CC=CC=C1)OC1=C(C=C2C(=NC=NC2=C1)OC1=CC(=C(C=C1)NC(=O)NC1=CC=CC=C1)F)OC